ClC=1C(=C(C=CC1F)N(C(=O)[C@H]1N(C[C@H](C1)C#N)C(=O)OC(C)(C)C)C)F tert-butyl (2s,4s)-2-[(3-chloro-2,4-difluorophenyl) (methyl) carbamoyl]-4-cyanopyrrolidine-1-carboxylate